N-methyl-2,4-cyclopentadien-1-ethylamine CNCCC1C=CC=C1